C(C=C)OCCNCC(=O)OCC ethyl (2-(allyloxy)ethyl)glycinate